6-chloro-N-(3-(diethylamino)propyl)-3-(3,4-dimethoxybenzoyl)-4-oxo-4H-chromene-2-carboxamide ClC=1C=C2C(C(=C(OC2=CC1)C(=O)NCCCN(CC)CC)C(C1=CC(=C(C=C1)OC)OC)=O)=O